CN(CCCNC(=O)C=1C=C2C(=NNC2=CC1)C1=NC2=C(N1)C=C(C=C2)N2CCOCC2)C N-(3-(dimethylamino)propyl)-3-(6-morpholino-1H-benzo[d]imidazol-2-yl)-1H-indazole-5-carboxamide